2-methacryloxyethyl 2-(2-hydroxy-5-methoxyphenyl)-2H-benzotriazole-5-carboxylate OC1=C(C=C(C=C1)OC)N1N=C2C(=N1)C=CC(=C2)C(=O)OCCOC(C(=C)C)=O